COC1=NC=CC=C1B(O)O 2-methoxypyridin-3-ylboronic acid